(2-(3-Aminocyclopentyl)phenyl)-2-(2-fluoro-6-methoxyphenyl)pyrimidine-4-carboxamide NC1CC(CC1)C1=C(C=CC=C1)C=1C(=NC(=NC1)C1=C(C=CC=C1OC)F)C(=O)N